N1(CCCC1)C(=O)[C@H]1CCCC=2N1C(N(N2)CC2=CC(=NC1=CC=CC=C21)C(F)(F)F)=O |r| (5RS)-5-(Pyrrolidin-1-ylcarbonyl)-2-{[2-(trifluoromethyl)quinolin-4-yl]methyl}-5,6,7,8-tetrahydro[1,2,4]triazolo[4,3-a]pyridin-3(2H)-one